5-methoxy-2-((7-methoxy-1,2,3,4-tetrahydroisoquinolin-6-yl)amino)pyrimidin COC=1C=NC(=NC1)NC=1C=C2CCNCC2=CC1OC